CC1=NC=CC=C1C(=O)N1CCC2(C(C2)CNC(=O)C2=CC=3C(=CN=CC3)O2)CC1 N-[[6-(2-methylpyridine-3-carbonyl)-6-azaspiro[2.5]octan-2-yl]methyl]furo[2,3-c]pyridine-2-carboxamide